Cl.C[C@H](CC)N (R)-butan-2-amine hydrochloride